(R)-N'-((2-isopropyl-6-methylphenyl)carbamoyl)-6,6-dimethyl-6,7-dihydro-5H-pyrazolo[5,1-b][1,3]oxazine-3-sulfonimidamide C(C)(C)C1=C(C(=CC=C1)C)NC(=O)N=[S@](=O)(N)C=1C=NN2C1OCC(C2)(C)C